[(2R)-1-[8-(2-chlorophenyl)-9-(4-chlorophenyl)-6-[4-(trifluoromethyl)-1-piperidyl]purin-2-yl]pyrrolidin-2-yl]methanol ClC1=C(C=CC=C1)C=1N(C2=NC(=NC(=C2N1)N1CCC(CC1)C(F)(F)F)N1[C@H](CCC1)CO)C1=CC=C(C=C1)Cl